Cl.O1CCC(CC1)CN1C2=C(C=3C=CC=CC13)CNCC2 5-((tetrahydro-2H-pyran-4-yl)methyl)-2,3,4,5-tetrahydro-1H-pyrido[4,3-b]indole hydrochloride